COC(=O)C1C=CC(C1)NC(=O)C12CCNC1C(=CO2)C2=CC(=CC(=C2)Cl)Cl 4-[[3-(3,5-dichlorophenyl)-5,6-dihydro-3aH-furo[2,3-d]Azole-6a-carbonyl]amino]cyclopent-2-ene-1-carboxylic acid methyl ester